2-[di(tert-butyl)(fluoro)silyl]-1-methyl-1H-1,7-diazainden-7-ium-7-olate C(C)(C)(C)[Si](C=1N(C2=[N+](C=CC=C2C1)[O-])C)(F)C(C)(C)C